gadolinium cis-vaccenate C(CCCCCCCCC\C=C/CCCCCC)(=O)[O-].[Gd+3].C(CCCCCCCCC\C=C/CCCCCC)(=O)[O-].C(CCCCCCCCC\C=C/CCCCCC)(=O)[O-]